FC1=C(C=CC=C1)C1=CC=C(C=C1)[C@@H](C)NC1=NC=CN=C1 (R)-N-(1-(2'-fluoro-[1,1'-biphenyl]-4-yl)ethyl)pyrazin-2-amine